Ethyl [(5-bromo-2-formylphenyl)carbamoyl]formate Ethyl-chloroglyoxylate C(C)OC(C(=O)Cl)=O.BrC=1C=CC(=C(C1)NC(=O)C(=O)OCC)C=O